CC(=O)CCCCCCCCC Methyl-n-nonylketon